NC=1C2=C(N=CN1)N(C=C2C#CC2=C(C(=O)NC1=CC(=C(C=C1)CN1CCN(CC1)C)C(F)(F)F)C=CC(=C2)C)CC ((4-amino-7-ethyl-7H-pyrrolo[2,3-d]pyrimidin-5-yl)ethynyl)-4-methyl-N-(4-((4-methylpiperazin-1-yl)methyl)-3-(trifluoromethyl)phenyl)benzamide